C1(CC1)C=1C=CC(N(C1)CC1=C(N=NN1C)C1=CC=C(C(=N1)C(F)(F)F)N1C[C@H](CCC1)CC(=O)O)=O (R)-2-(1-(6-(5-((5-cyclopropyl-2-oxopyridin-1(2H)-yl)methyl)-1-methyl-1H-1,2,3-triazol-4-yl)-2-(trifluoromethyl)pyridin-3-yl)piperidin-3-yl)acetic acid